tert-butyl (3R)-3-[6-[3-[[tert-butyl(methyl)sulfamoyl]amino]-2-cyano-6-fluoro-phenoxy]-4-oxo-quinazolin-3-yl]-1-oxa-8-azaspiro[4.5]decane-8-carboxylate C(C)(C)(C)N(S(=O)(=O)NC=1C(=C(OC=2C=C3C(N(C=NC3=CC2)[C@H]2COC3(C2)CCN(CC3)C(=O)OC(C)(C)C)=O)C(=CC1)F)C#N)C